(R)-2-methyl-2-(6-(3-methylmorpholino)-1-(1-((2-(trimethylsilyl)ethoxy)methyl)-1H-pyrazol-3-yl)-1H-pyrazolo[3,4-b]pyridin-4-yl)propanenitrile CC(C#N)(C)C1=C2C(=NC(=C1)N1[C@@H](COCC1)C)N(N=C2)C2=NN(C=C2)COCC[Si](C)(C)C